9-(2-(dimethylamino)propyl)-3-fluoro-1-methyl-9H-pyrido[3,4-b]indol-7-ol CN(C(CN1C2=C(C3=CC=C(C=C13)O)C=C(N=C2C)F)C)C